3-(((3,4-dihydroquinazolin-2-yl)thio)methyl)-5H-pyrido[2,3-d]thiazolo[3,2-a]pyrimidine N1=C(NCC2=CC=CC=C12)SCC1=CSC=2N1CC1=C(N2)N=CC=C1